tert-Butyl (2S,4R)-2-((6-bromo-3-(cyanomethyl)pyridin-2-yl)carbamoyl)-4-fluoropyrrolidine-1-carboxylate BrC1=CC=C(C(=N1)NC(=O)[C@H]1N(C[C@@H](C1)F)C(=O)OC(C)(C)C)CC#N